OC=1C=C(C=O)C=CC1[N+](=O)[O-] 3-Hydroxy-4-nitrobenzaldehyde